C[C@@H]1CC[C@]2(C[C@H]12)C(C)C (1S,4R,5R)-4-methyl-1-propan-2-ylbicyclo[3.1.0]hexan